F[N-]C(C(F)(F)F)(F)F perfluoroethylamide